Racemic-(3R,4S)-4-hydroxy-3-methylcyclohexane O[C@@H]1[C@@H](CCCC1)C |r|